Methyl 2-((6-bromopyrazine-2-carboxamido)methyl)-5-chlorobenzofuran-7-carboxylate BrC1=CN=CC(=N1)C(=O)NCC=1OC2=C(C1)C=C(C=C2C(=O)OC)Cl